4-(2-(2-fluorophenyl)-1H-pyrrolo-[2,3-b]pyridin-5-yl)-N-(2,2,2-trifluoroethyl)thiophene-2-carboxamide FC1=C(C=CC=C1)C1=CC=2C(=NC=C(C2)C=2C=C(SC2)C(=O)NCC(F)(F)F)N1